C(C)(C)(C)OC(=O)N1[C@@H]2[C@H](CCC1)OC1=C2C=CC(=C1)C(F)(F)F.CNC(=O)C1=NC=C(C=C1)Br N-methyl-5-bromopyridineformamide tert-butyl-(4aS,9bS)-7-(trifluoromethyl)-3,4,4a,9b-tetrahydro-2H-benzofuro[3,2-b]pyridine-1-carboxylate